n-pentyl-alpha-bromoacrylate C(CCCC)OC(C(=C)Br)=O